ClC1=C(C=CC=C1)[C@@H](C)OC(=O)NC1=C(SC=C1)C1=CC=C(O[C@@H]2C[C@H](CCC2)C(=O)OC)C=C1 methyl (1S,3S)-3-[4-[3-[[(1R)-1-(2-chlorophenyl)ethoxy]carbonylamino]thiophen-2-yl]phenoxy]cyclohexane-1-carboxylate